C(#N)/C(/C(=O)NC1=C(SC=C1)C(=O)OC)=C(\C=1C=NOC1C)/O methyl (Z)-3-(2-cyano-3-hydroxy-3-(5-methylisoxazol-4-yl)acrylamido)thiophene-2-carboxylate